N-(1-(2-(methyl-(2-(4-(trifluoromethyl)phenoxy)ethyl)amino)-2-oxoethyl)-1H-pyrazol-4-yl)-3-phenoxypropanamide CN(C(CN1N=CC(=C1)NC(CCOC1=CC=CC=C1)=O)=O)CCOC1=CC=C(C=C1)C(F)(F)F